(R)-benzyl 3-(1-ethyl-4-fluoro-1H-benzo[d][1,2,3]triazol-5-yl)-3-(3-(hydroxymethyl)-4-methylphenyl)propanoate C(C)N1N=NC2=C1C=CC(=C2F)[C@H](CC(=O)OCC2=CC=CC=C2)C2=CC(=C(C=C2)C)CO